CCCCCCCC\C=C/CCCCCCCC(CCCCCCCC\C=C/CCCCCCCC)OC(CCC)=O 4-(((9Z,27Z)-hexatriacont-9,27-dien-18-yl)oxy)-4-oxobutane